chloro-N-methyl-N-(4'-(1,1,1-trifluoro-2-methylpropan-2-yl)-[1,1'-biphenyl]-3-yl)-[1,2,4]triazolo[4,3-a]quinazolin-5-amine ClC1=NN=C2N1C1=CC=CC=C1C(=N2)N(C=2C=C(C=CC2)C2=CC=C(C=C2)C(C(F)(F)F)(C)C)C